C(C)(C)(C)OC(=O)N[C@H](C(=O)O)[C@@H](C)OCC1CCCCC1 (2S,3R)-2-((tert-butoxycarbonyl)amino)-3-(cyclohexylmethoxy)butanoic acid